BrC1=C(C=C2C(=NN(C2=C1)C)Cl)C(=O)OC Methyl 6-bromo-3-chloro-1-methyl-indazole-5-carboxylate